(4-fluoro-3-methyl-2-nitrophenyl)-2-methoxypyridine FC1=C(C(=C(C=C1)C=1C(=NC=CC1)OC)[N+](=O)[O-])C